FC(CNCC1=CC=C(C=C1)C1=CC(=CC=C1)S(=O)(=O)N1CCC2(C[C@@H](CO2)NCC(C)O)CC1)(F)F 3-((S)-8-(4'-((2,2,2-trifluoroethylamino)methyl)biphenyl-3-ylsulfonyl)-1-oxa-8-azaspiro[4.5]decan-3-ylamino)propan-2-ol